O=C1N(CCC(N1)=O)N1C(C2=CC=C(C=C2C1=O)CN1CCC(CC1)C=1N=CC2=C(N1)SC=C2)=O 2-(2,4-Dioxotetrahydropyrimidin-1(2H)-yl)-5-((4-(thieno[2,3-d]pyrimidin-2-yl)piperidin-1-yl)methyl)isoindoline-1,3-dione